C(CCCCC)C1(O[Te]CCC1)CCCCCC dihexyltelluroxane